4-{3-methylpyrrolo[1,2-a]pyrazin-6-yl}-1,2,3,6-tetrahydropyridine-1-carboxylic acid tert-butyl ester C(C)(C)(C)OC(=O)N1CCC(=CC1)C1=CC=C2N1C=C(N=C2)C